N-[5-(difluoromethyl)-6-methoxy-3-pyridyl]-1,1-diphenyl-methanimine FC(C=1C=C(C=NC1OC)N=C(C1=CC=CC=C1)C1=CC=CC=C1)F